sorbitol trilaurate C(CCCCCCCCCCC)(=O)O.C(CCCCCCCCCCC)(=O)O.C(CCCCCCCCCCC)(=O)O.OC[C@H](O)[C@@H](O)[C@H](O)[C@H](O)CO